ClC1=CC=C(C(=N1)C=1C=NN(C1)C)NC(C)C=1C=2C3=C(N(C(C2C=C(C1)C)=O)C([2H])([2H])[2H])N(N=C3)[C@@H]3COCC3 9-(1-((6-chloro-2-(1-methyl-1H-pyrazol-4-yl)pyridin-3-yl)amino)ethyl)-7-methyl-4-(methyl-d3)-3-((S)-tetrahydrofuran-3-yl)-3,4-dihydro-5H-pyrazolo[3,4-c]isoquinolin-5-one